tert-butyl ((2,3-dihydropyrazolo[5,1-b]oxazol-3-yl)methyl)carbamate O1C=2N(C(C1)CNC(OC(C)(C)C)=O)N=CC2